4-anilino-benzopyridazine N(C1=CC=CC=C1)C1=CN=NC2=C1C=CC=C2